4-methoxy-3,5-dinitropyrazole COC=1C(=NNC1[N+](=O)[O-])[N+](=O)[O-]